2-(4-(tert-butyl)phenyl)-4-methylpyrimidine-5-carboxylic acid C(C)(C)(C)C1=CC=C(C=C1)C1=NC=C(C(=N1)C)C(=O)O